OC1=NC=2CCN(CC2C=C1)C(=O)OC(C)(C)C tert-butyl 2-hydroxy-7,8-dihydro-1,6-naphthyridine-6(5H)-carboxylate